ClC=1C=C2CO[C@H](C2=CC1)[C@H]1O[C@H]([C@H]2[C@@H]1OC(O2)(C)C)N2C=CC1=C2N=CN=C1Cl 7-[(3aR,4R,6R,6aR)-6-[(1R)-5-chloro-1,3-dihydroisobenzofuran-1-yl]-2,2-dimethyl-3a,4,6,6a-tetrahydrofuro[3,4-d][1,3]dioxol-4-yl]-4-chloro-pyrrolo[2,3-d]pyrimidine